C(C)(C)(C)OC(NC1CC2CCC(C1)N2C(=O)C=2SC(=C(C2)C2=CC(=C(C=C2)C#N)F)C2=C(C=C(C=C2)C)F)=O tert-butyl(8-(4-(4-cyano-3-fluorophenyl)-5-(2-Fluoro-4-methylphenyl)thiophene-2-carbonyl)-8-azabicyclo[3.2.1]octan-3-yl)carbamate